Tridecyl (S)-2-(tert-butoxy)-2-(4-(4-chlorophenyl)-2,3,6-trimethyl-1-((1-methyl-1H-pyrazol-4-yl)methyl)-1H-pyrrolo[2,3-b]pyridin-5-yl)acetate C(C)(C)(C)O[C@H](C(=O)OCCCCCCCCCCCCC)C=1C(=C2C(=NC1C)N(C(=C2C)C)CC=2C=NN(C2)C)C2=CC=C(C=C2)Cl